COCOC1=C(C=C(C=C1)C(F)(F)F)C(=CC(=O)O)C1=CC=CC=C1 3-(2-methoxymethoxy-5-trifluoromethyl-phenyl)-3-phenyl-acrylic acid